N(=C=O)C=1C=C(C=CC1C)CC1=C(C=C(C=C1)N=C=O)N=C=O 4-[(3-isocyanato-4-methylphenyl)methyl]-m-phenylendiisocyanat